N[C@H]1CS(C2=C(N(C1=O)CC1=CC=C(C=C1)Cl)C=C(C(=C2)F)C=2OC(=NN2)C2C(CC2)(F)F)(=O)=O (3R)-3-Amino-5-[(4-chlorophenyl)methyl]-7-[5-(2,2-difluorocyclobutyl)-1,3,4-oxadiazol-2-yl]-8-fluoro-1,1-dioxo-2,3-dihydro-1λ6,5-benzothiazepin-4-one